3-(4-((4-(((adamantan-1-yl)amino)methyl)phenethyl)thio)-1-oxoisoindolin-2-yl)piperidine-2,6-dione C12(CC3CC(CC(C1)C3)C2)NCC2=CC=C(CCSC3=C1CN(C(C1=CC=C3)=O)C3C(NC(CC3)=O)=O)C=C2